Trans-2,2-difluoro-3-((6-(4-((6-isopropoxypyrazin-2-yl)-amino)-3-methylisoxazol-5-yl)-2-methylpyridin-3-yl)-carbamoyl)cyclopropane-1-carboxylic acid FC1([C@H]([C@@H]1C(NC=1C(=NC(=CC1)C1=C(C(=NO1)C)NC1=NC(=CN=C1)OC(C)C)C)=O)C(=O)O)F